C1(=CC=CC=C1)COCCOCCOCCOCC1CCC(CC1)NC(OC(C)(C)C)=O tert-butyl ((1r,4r)-4-(12-phenyl-2,5,8,11-tetraoxadodecyl)cyclohexyl)carbamate